C(C)OC(=O)C1=CC=NN1C1CCCCC1.C1(CCCCC1)N1N=CC=C1C(=O)NC 1-Cyclohexyl-N-methyl-1H-pyrazole-5-carboxamide Ethyl-1-cyclohexyl-1H-pyrazole-5-carboxylate